C12CC(CC(CC1)N2)OC2=CC=C(N=N2)C=2C=C(C(=C1C=NNC21)C=2C=NNC2)F 7-[6-[(exo)-8-azabicyclo[3.2.1]octan-3-yloxy]pyridazin-3-yl]-5-fluoro-4-(1H-pyrazol-4-yl)-1H-indazole